C(C(O)C)(=S)[S-] dithiolactate